terpyrrol N1C(=CC=C1)C1=NC=CC1=C1N=CC=C1